dithiopropanesulfonic acid C(CC)S(=S)(=S)O